C(C)OC(C(C)(C)C1=CC=C(C=C1)C(CCCCl)=O)=O (4-(4-chlorobutyryl)phenyl)-2-methylpropanoic acid ethyl ester